FC1(CCN(CC1)C=1C=2N(C=C(N1)N)C(=CN2)F)F 8-(4,4-Difluoropiperidin-1-yl)-3-fluoroimidazo[1,2-a]pyrazin-6-amine